C(=O)(O)CCC(=O)C=1NC2=CC(=C(C=C2C1)OCCCOC=1C=C2CN(CC2=CC1OC)C(CCC(=O)O)=O)OC 4-(5-(3-((2-(3-carboxypropanoyl)-6-methoxy-1H-indol-5-yl)oxy)propoxy)-6-methoxyisoindolin-2-yl)-4-oxobutanoic acid